C1(=CC=CC=C1)[I+]C1=CC=C(C=C1)OC phenyl-(4-methoxyphenyl)iodonium